octadecane-3,16-diol CCC(CCCCCCCCCCCCC(CC)O)O